BrC=1C=C(C=C2N=CC=NC12)C1(CC(C1)C)C(=O)NNC(NC)=S 2-(1-(8-bromoquinoxaline-6-yl)-3-methylcyclobutane-1-carbonyl)-N-methylhydrazine-1-thiocarboxamide